tert-butyl N-[(1S)-1-[[tert-butyl(dimethyl)silyl]oxymethyl]-2-(4,8-difluoro-6-formyl-3,5,6,7-tetrahydrocyclopenta[f]benzimidazol-2-yl)ethyl]-N-methyl-carbamate [Si](C)(C)(C(C)(C)C)OC[C@H](CC=1NC2=C(N1)C(=C1C(=C2F)CC(C1)C=O)F)N(C(OC(C)(C)C)=O)C